(1-Methylpiperidin-4-yl)methyl-4-(pyridin-2-ylmethyl)-3,4-dihydroquinoxaline-1(2H)-carboxylate CN1CCC(CC1)COC(=O)N1CCN(C2=CC=CC=C12)CC1=NC=CC=C1